FC(O[C@H](COC=1C=NN(C1)C12CC(C1)(C2)NC(OC(C)(C)C)=O)C)(F)F tert-butyl (3-{4-[(2S)-2-(trifluoromethoxy)propoxy]-1H-pyrazol-1-yl}bicyclo[1.1.1]pentan-1-yl)carbamate